N-[2-chloro-4-(trifluoromethyl)phenyl](6-ethyl-5-{4-[(5-hydroxy-6-methyl-4-pyrimidinyl)carbonyl]-1-piperazinyl}-4-oxo-2-(3,4,5-trimethoxyphenyl)-1,3,3a,7-tetraaza-7-indenyl)acetamide ClC1=C(C=CC(=C1)C(F)(F)F)NC(CN1C(=C(C(N2N=C(N=C12)C1=CC(=C(C(=C1)OC)OC)OC)=O)N1CCN(CC1)C(=O)C1=NC=NC(=C1O)C)CC)=O